NC[C@H](C(=O)O)C1=CC=CC=C1 (R)-3-amino-2-phenylpropionic acid